N-methyl-1H-1,2,4-triazole-3-carboxamide CNC(=O)C1=NNC=N1